C(C)OC(CS(=O)(=O)CC(CCCC(C(=O)NNCC)(C)C=1C=C(C=CC1)CCC(=O)OCC)(C)C)=O ethyl 3-(3-(7-((2-ethoxy-2-oxoethyl)sulfonyl)-1-(2-ethylhydrazineyl)-2,6,6-trimethyl-1-oxoheptan-2-yl)phenyl)propanoate